diethylamine-N-oxide C(C)[NH+](CC)[O-]